C(C)(=O)N1CCC2=CC(=CC=C12)C(CCN1CCN(CC1)C1=NC=CC=N1)=O 1-(1-acetylindolin-5-yl)-3-(4-(pyrimidin-2-yl)piperazin-1-yl)propan-1-one